BrC1=C(C(CO)=CC=C1)O 3-bromosalicylalcohol